3-(5-chloro-2-fluoropyridin-4-yl)oxetan-3-ol ClC=1C(=CC(=NC1)F)C1(COC1)O